FC1=CC=C(OC=2C=CC(=NC2)S(=O)(=O)N2[C@H]([C@@H]3CC[C@H](C2)N3C(=O)OCCOC)C(=O)O)C=C1 (1s,2r,5r)-3-((5-(4-fluorophenoxy)pyridin-2-yl)sulfonyl)-8-((2-methoxyethoxy)carbonyl)-3,8-diazabicyclo[3.2.1]octane-2-carboxylic acid